N-((1R,3r,5S,6r)-3-(6-chloro-1H-indazol-4-yl)-3-hydroxybicyclo[3.1.0]hexan-6-yl)-3-(methylsulfonamido)benzamide ClC1=CC(=C2C=NNC2=C1)C1(C[C@H]2C([C@H]2C1)NC(C1=CC(=CC=C1)NS(=O)(=O)C)=O)O